5-[(chloroacetyl)amino]-2,4,6-triiodobenzene-1,3-dicarboxylic acid dichloride ClCC(=O)NC=1C(=C(C(=C(C1I)C(=O)Cl)I)C(=O)Cl)I